C(C=C)N1SC2=C(C3=C1N=CC=C3)N=C(N=C2)NC2=CC=C(C=C2)OCCN(CC)CC 6-allyl-N-{4-[2-(diethylamino)ethoxy]phenyl}-6H-pyrido[2,3-c]pyrimido[4,5-e][1,2]thiazin-2-amine